2-Chloro-4-{2-[(3-dimethylaminopropyl)aminomethyl]thien-3-yl}-7-phenyl-7H-pyrrolo[2,3-d]pyrimidine oxalate C(C(=O)O)(=O)O.ClC=1N=C(C2=C(N1)N(C=C2)C2=CC=CC=C2)C2=C(SC=C2)CNCCCN(C)C